1-((benzyloxy)methyl)-N-(6-chloropyridin-2-yl)cyclopropane-1-sulfonamide C(C1=CC=CC=C1)OCC1(CC1)S(=O)(=O)NC1=NC(=CC=C1)Cl